tert-butyl (2R,5S)-4-(7-bromo-8-fluoro-2-(((2R,7aS)-2-fluorotetrahydro-1H-pyrrolizin-7a(5H)-yl)methoxy)-6-(trifluoromethoxy)quinazolin-4-yl)-2,5-dimethylpiperazine-1-carboxylate BrC1=C(C=C2C(=NC(=NC2=C1F)OC[C@]12CCCN2C[C@@H](C1)F)N1C[C@H](N(C[C@@H]1C)C(=O)OC(C)(C)C)C)OC(F)(F)F